CC1=NC(=NC(=C1)C)NC1CCC(CC1)OC1=C2C=C(C=NC2=CC(=N1)N1CCOCC1)OCC=1N(C(=NC1)[N+](=O)[O-])C 4,6-dimethyl-N-[4-[[3-[(3-methyl-2-nitro-imidazol-4-yl)methoxy]-7-morpholino-1,6-naphthyridin-5-yl]oxy]cyclohexyl]pyrimidin-2-amine